CN(C)CCC[SiH2]N[Si](C)(C)C (N,N-dimethylaminopropyl)-N-(trimethylsilyl)silaneamine